C1CC12CCN(CC2)C=2C=C(C=CC2N2N=NC(=C2)C2=NC(=NC(=C2)NCCO)N2CCC(CC2)(F)F)NS(=O)(=O)CCO N-(3-{6-azaspiro[2.5]octan-6-yl}-4-{4-[2-(4,4-difluoropiperidin-1-yl)-6-[(2-hydroxyethyl)amino]pyrimidin-4-yl]-1H-1,2,3-triazol-1-yl}phenyl)-2-hydroxyethane-1-sulfonamide